CN1C(C(=C(C(=C1)C)[O-])NC(N[C@@H](CC(=O)[O-])C=1C=C(C=CC1)C1=CC(=CC=C1)C)=O)=O.[Na+].[Na+] Natrium (S)-3-(3-(1,5-Dimethyl-4-oxido-2-oxo-1,2-dihydropyridin-3-yl)ureido)-3-(3'-methylbiphenyl-3-yl)propanoat